1,1,2-triphenylethanol C1(=CC=CC=C1)C(CC1=CC=CC=C1)(O)C1=CC=CC=C1